FC1=CC2=C(C(=NS2)N)C=C1 6-fluorobenzo[d]isothiazol-3-amine